bis-[3-(triethoxysilyl) propyl] tetrasulphide C(C)O[Si](CCCSSSSCCC[Si](OCC)(OCC)OCC)(OCC)OCC